[SiH2]=NC1=C(C=CC=C1)N=[SiH2] N,N'-disilylene-1,2-phenylenediamine